C(C)[C@@]1(N([C@H]2C[C@]2(C1)CO)C(=O)OC(C)(C)C)C(=O)[O-] 2-(tert-butyl) 3-ethyl-(1S,3S,5R)-5-(hydroxymethyl)-2-azabicyclo[3.1.0]hexane-2,3-dicarboxylate